5-Amino-1-cyclopropylmethyl-3-{2-[4-(4-fluoro-phenyl)-piperidin-1-yl]-ethyl}-8-furan-2-yl-1,3-dihydro-[1,2,4]triazolo[5,1-i]purin-2-one NC=1N2C(C=3N(C(N(C3N1)CCN1CCC(CC1)C1=CC=C(C=C1)F)=O)CC1CC1)=NC(=N2)C=2OC=CC2